methyl O-benzyl-L-seryl-L-alaninate C(C1=CC=CC=C1)OC[C@H](N)C(=O)N[C@@H](C)C(=O)OC